ClC=1C(=C(C=CC1F)[C@H](NC(=O)[C@H]1NC(NC1)=O)C1CCN(CC1)C1(CC1)C(F)(F)F)F |&1:8| (S)-N-((R and S)-(3-chloro-2,4-difluorophenyl)(1-(1-(trifluoromethyl)cyclopropyl)-piperidine-4-yl)methyl)-2-oxoimidazolidine-4-carboxamide